N-(4-{[5-(3-aminophenyl)-6-(1-methyl-1H-pyrazol-4-yl)furo[2,3-d]pyrimidin-4-yl]oxy}phenyl)-2-(4-fluorophenyl)-1,5-dimethyl-3-oxo-2,3-dihydro-1H-pyrazole-4-carboxamide NC=1C=C(C=CC1)C1=C(OC=2N=CN=C(C21)OC2=CC=C(C=C2)NC(=O)C=2C(N(N(C2C)C)C2=CC=C(C=C2)F)=O)C=2C=NN(C2)C